3,5-dichloro-4-hydroxy-N-(4-oxo-3-(2-(trifluoromethoxy)benzyl)-3,4-dihydrothieno[2,3-d]pyrimidin-5-yl)benzamide ClC=1C=C(C(=O)NC2=CSC=3N=CN(C(C32)=O)CC3=C(C=CC=C3)OC(F)(F)F)C=C(C1O)Cl